O1C(COCC1)CC1(CN2C(C=3C=CC(=CC13)OC)=NC1=C2C=CC=C1)C(=O)[O-] 5-((1,4-dioxan-2-yl)methyl)-3-methoxy-5,6-dihydrobenzo[4,5]imidazo[2,1-a]isoquinoline-5-carboxylate